CC1=C(C(=CC(=C1)C)C)S(=O)(=O)[O-].N[N+]1=CC(=CC(=C1)C1CN(C1)C(=O)OC(C)(C)C)Br 1-amino-3-bromo-5-(1-(tert-butoxycarbonyl)azetidin-3-yl)pyridin-1-ium 2,4,6-trimethylbenzenesulfonate